5-(oxazolidin-4-yl)-4-oxo-1-{[2-(trimethylsilyl)ethoxy]Methyl}-1H,4H,5H-pyrazolo[4,3-c]Pyridine-7-carboxylic acid O1CNC(C1)N1C(C2=C(C(=C1)C(=O)O)N(N=C2)COCC[Si](C)(C)C)=O